5-(3-chlorobenzyloxy)isophthalaldehyde ClC=1C=C(COC=2C=C(C=C(C=O)C2)C=O)C=CC1